C(CC=C)C=1N=C(SC1)NC(C[C@]1(N(CCC2=CC(=C(C=C12)O)OC)C(=O)OC(C)(C)C)C)=O tert-butyl (R)-1-(2-((4-(but-3-en-1-yl)thiazol-2-yl)amino)-2-oxoethyl)-7-hydroxy-6-methoxy-1-methyl-3,4-dihydroisoquinoline-2(1H)-carboxylate